(S)-N-(5-(6-(1-hydroxyethyl)-4-methylpyridin-3-yl)imidazo[1,2-a]thiazolo[4,5-e]pyridin-2-yl)cyclopropanecarboxamide O[C@@H](C)C1=CC(=C(C=N1)C=1C=2N(C3=C(C1)N=C(S3)NC(=O)C3CC3)C=CN2)C